2-(5-(2,6-difluorophenyl)-1,6-dihydrobenzo[d]pyrazolo[3,4-f][1,3]diazepin-8-yl)propan FC1=C(C(=CC=C1)F)C1=NC2=C(C3=C(N1)C=C(C=C3)C(C)C)NN=C2